FC=1C(=C(C=CC1)C(C)(C)NC(CC1N(CCC1)C)=O)OC N-(2-(3-fluoro-2-methoxyphenyl)propan-2-yl)-2-(1-methyl-pyrrolidin-2-yl)acetamide